C1(=NC=CC2=CC=CC=C12)N1N=C(N=C1N)NC1=CC=C(C=C1)C1=CN=CO1 1-(isoquinolin-1-yl)-N3-(4-(oxazol-5-yl)phenyl)-1H-1,2,4-triazole-3,5-diamine